5-amino-2-(aminomethyl)-1-pentanesulfonic acid NCCCC(CS(=O)(=O)O)CN